methyl-5-(pyrrolidin-1-yl)nicotinamide CC1=C(C(=O)N)C=C(C=N1)N1CCCC1